C1(=CC[C@@H](CC1)C(C)C)C (4R)-1-p-menthene